(3R,4S)-1,4-Dimethylpyrrolidin-3-yl (8-amino-7-fluoro-6-(8-methyl-2,3-dihydro-1H-pyrido[2,3-b][1,4]oxazin-7-yl)isoquinolin-3-yl)carbamate NC=1C(=C(C=C2C=C(N=CC12)NC(O[C@H]1CN(C[C@@H]1C)C)=O)C1=C(C2=C(OCCN2)N=C1)C)F